phenylphenanthroimidazole C1=CC=C(C=C1)C2=NC3=C(N2)C=CC4=C3C=CC5=CC=CC=C54